C1(=CC=CC=C1)C1CCCCN1 6-phenylpiperidine